NC=1C=2N(C3=C(N1)C=NC(=C3)C(=O)N3[C@@H]1[C@H](CCC3)OC3=C1C=C(C(=C3)OC(F)(F)F)F)C=NC2 (4-aminoimidazo[1,5-a]pyrido[3,4-e]pyrazin-8-yl)((4aS,9bS)-8-fluoro-7-(trifluoromethoxy)-3,4,4a,9b-tetrahydrobenzofuro[3,2-b]pyridin-1(2H)-yl)methanone